C(\C=C/C(=O)[O-])(=O)OCC maleic acid, monoethyl ester